2-(2-chloro-5-methylpyridin-3-yl)-6-(4-ethyl-3-(hydroxymethyl)-5-oxo-4,5-dihydro-1H-1,2,4-triazol-1-yl)-7-fluoro-4-(prop-1-en-2-yl)isoquinolin-1(2H)-one ClC1=NC=C(C=C1N1C(C2=CC(=C(C=C2C(=C1)C(=C)C)N1N=C(N(C1=O)CC)CO)F)=O)C